CN(CCCOC(CCC=C)CCC=C)C N,N-dimethyl-3-(non-1,8-dien-5-yloxy)propan-1-amine